(Z)-1-(6-(4-(4-(((2-(4-(1,2-diphenylbut-1-en-1-yl)phenoxy)ethyl)(methyl)amino)methyl)phenyl)-1H-1,2,3-triazol-1-yl)hexyl)-3-hydroxy-2-methylpyridin-4(1H)-one C1(=CC=CC=C1)/C(=C(\CC)/C1=CC=CC=C1)/C1=CC=C(OCCN(C)CC2=CC=C(C=C2)C=2N=NN(C2)CCCCCCN2C(=C(C(C=C2)=O)O)C)C=C1